(2r,5s)-3-(4-aminophenylethyl)-2-(1-(4-bromophenyl)-3-(furan-3-yl)-1H-pyrazol-4-yl)-5-methyl-oxazolidin-4-one NC1=CC=C(C=C1)CCN1[C@H](O[C@H](C1=O)C)C=1C(=NN(C1)C1=CC=C(C=C1)Br)C1=COC=C1